ClC=1C(N(C=C(C1C1=C(C=C(C=C1)F)F)C1=C(C(=CC(=C1)OC)OC)F)C)=O 3-chloro-4-(2,4-difluorophenyl)-5-(2-fluoro-3,5-dimethoxyphenyl)-1-methyl-2(1H)-pyridone